6-(Benzyloxy)-2-bromo-3-(4-(((S)-1-(3-fluoropropyl)pyrrolidin-3-yl)oxy)phenoxy)benzo[b]thiophene 1-oxide C(C1=CC=CC=C1)OC=1C=CC2=C(S(C(=C2OC2=CC=C(C=C2)O[C@@H]2CN(CC2)CCCF)Br)=O)C1